(S)-(5-(tert-butyl)-1,3,4-oxadiazol-2-yl)(4-(4-(trifluoromethoxy)pyrazolo[1,5-a]pyridin-2-yl)-6,7-dihydro-1H-imidazo[4,5-c]pyridin-5(4H)-yl)methanone C(C)(C)(C)C1=NN=C(O1)C(=O)N1[C@@H](C2=C(CC1)NC=N2)C2=NN1C(C(=CC=C1)OC(F)(F)F)=C2